OC=1C=C(C=CC1O)/C=C/C(=O)NCCC1=CC=C(C=C1)OCCO (E)-3-(3,4-dihydroxyphenyl)-N-(4-(2-hydroxyethoxy)phenethyl)acrylamide